N-[5-[(5-cyclopropyloxypyridin-2-yl)carbamoyl]-4-fluoro-2-methylphenyl]-2-[(2,2,2-trifluoroacetyl)amino]-1,3-thiazole-5-carboxamide C1(CC1)OC=1C=CC(=NC1)NC(=O)C=1C(=CC(=C(C1)NC(=O)C1=CN=C(S1)NC(C(F)(F)F)=O)C)F